N-(1,3-dimethylpyrazol-4-yl)-1,2-dimethyl-N-phenyl-pyrrole-3-carboxamide CN1N=C(C(=C1)N(C(=O)C1=C(N(C=C1)C)C)C1=CC=CC=C1)C